C(C=C)OCC(OCC=C)(OCC=C)OCC=C tetraallyl-oxyethane